(R)-3-(4-(6-chloro-4-oxo-3,4-dihydro-7H-pyrrolo[2,3-d]pyrimidin-7-yl)phenyl)morpholine-4-carboxylic acid tert-butyl ester C(C)(C)(C)OC(=O)N1[C@@H](COCC1)C1=CC=C(C=C1)N1C(=CC2=C1N=CNC2=O)Cl